N1=C(N=CC=C1)C1=CC=C(N=N1)NC1=CC(=CC=C1)C1=NC2=C(N1)C=C(C=C2)C(F)(F)F 6-(pyrimidin-2-yl)-N-(3-(6-(trifluoromethyl)-1H-benzo[d]imidazol-2-yl)phenyl)pyridazin-3-amine